C(C)(C)(C)OC(=O)N1[C@@H](CN([C@H](C1)C)C=1C2=C(N(C(N1)=O)C1=C(C=CC=C1)C(C)C)CN(CC2)CC2=CC=CC=C2)C (2R,5S)-4-(7-benzyl-1-(2-isopropylphenyl)-2-oxo-1,2,5,6,7,8-hexahydropyrido[3,4-d]pyrimidin-4-yl)-2,5-dimethyl-piperazine-1-carboxylic acid tert-butyl ester